benzoic acid, bromide C(C1=CC=CC=C1)(=O)Br